(2R,3R,4R,5S)-1-((1-(4-fluorophenyl)piperidin-4-yl)methyl)-2-(hydroxymethyl)piperidine-3,4,5-triol FC1=CC=C(C=C1)N1CCC(CC1)CN1[C@@H]([C@H]([C@@H]([C@H](C1)O)O)O)CO